BrC1=CC(=C(C=C1)NC(C)=O)CC N-(4-bromo-2-ethylphenyl)acetamide